ClC=1C(N(C(=CC1OCC1=NC=C(C=C1F)F)C)C1=CC(=NC=C1C)C1=NN(C=C1)C(CO)(C)C)=O rel-3-chloro-4-[(3,5-difluoropyridin-2-yl)methoxy]-2'-[1-(1-hydroxy-2-methylpropan-2-yl)pyrazol-3-yl]-5',6-dimethyl-[1,4'-bipyridin]-2-one